COC1=NC(=NC(=N1)C)NC(=O)NS(=O)(=O)C1=C(SC=C1)C(=O)O 3-(4-methoxy-6-methyl-1,3,5-triazin-2-ylcarbamoylsulphamoyl)thiophene-2-carboxylic acid